3-(5-bromo-4-methoxypyrimidin-2-yl)-2-oxo-1,3,8-triazaspiro[4.5]decane-8-carboxylic acid tert-butyl ester C(C)(C)(C)OC(=O)N1CCC2(CN(C(N2)=O)C2=NC=C(C(=N2)OC)Br)CC1